2-((2-(2-fluorophenyl)-5H-imidazo[4,5-c]pyridin-5-yl)methyl)-5-methylbenzo[d]oxazole FC1=C(C=CC=C1)C=1N=C2C(=CN(C=C2)CC=2OC3=C(N2)C=C(C=C3)C)N1